BrC=1C=C(C=C(C1)Br)C1(CCOCC1)O 4-(3,5-dibromophenyl)oxacyclohexan-4-ol